SC(CC(=O)OC(CCC)OC(CC(C)S)=O)C butandiol bis(3-mercaptobutyrate)